7-((1S,3S)-3-(1-isopropyl-3-(4-(trifluoromethyl)phenyl)-1H-1,2,4-triazol-5-yl)cyclopentyl)-2-thia-7-azaspiro[3.5]nonane 2,2-dioxide C(C)(C)N1N=C(N=C1[C@@H]1C[C@H](CC1)N1CCC2(CS(C2)(=O)=O)CC1)C1=CC=C(C=C1)C(F)(F)F